COC1=CC=C(COC2=NC=NC(=C2C(=O)N)OCC2=CC=C(C=C2)OC)C=C1 4,6-bis((4-methoxybenzyl)oxy)pyrimidine-5-carboxamide